CC(C(=O)OCCl)C chloromethyl 2-methylpropanoate